tert-butyl N-(3-{bicyclo[2.2.1]hept-2-en-2-yl}propyl)carbamate C12C(=CC(CC1)C2)CCCNC(OC(C)(C)C)=O